COC1=C(C=CC(=N1)C1=CC=C(N=N1)OC1C[C@H]2CC[C@@H](C1)N2C(=O)OC(C)(C)C)N2N=CC=C2 tert-butyl (1R,3s,5S)-3-((6-(6-methoxy-5-(1H-pyrazol-1-yl)pyridin-2-yl) pyridazin-3-yl)oxy)-8-azabicyclo[3.2.1]octane-8-carboxylate